(R)-2-(p-bromophenyl)-2H-pyran BrC1=CC=C(C=C1)[C@@H]1OC=CC=C1